NCC=1C=NC(=NC1)C1=C(C=C(C#N)C=C1)C(=O)C=1N(N=C(C1)N1CCCC1)C 4-[5-(aminomethyl)pyrimidin-2-yl]-3-(2-methyl-5-pyrrolidin-1-ylpyrazole-3-carbonyl)benzonitrile